β-piperazinyl-alanine N1(CCNCC1)C[C@H](N)C(=O)O